CC(C)(C=1C=C(C=CC1)Br)C=1C=C(C=CC1)Br 3,3'-(propane-2,2-diyl)bis(bromobenzene)